[C@H]12CNC[C@H](CC1)N2C2=NC(=NC=1C[C@@]3(CCC21)CC2=CC=CC=C2CC3)OC[C@H]3N(CCC3)C (S)-4'-((1R,5S)-3,8-diazabicyclo[3.2.1]octan-8-yl)-2'-(((S)-1-methylpyrrolidin-2-yl)methoxy)-3,4,5',8'-tetrahydro-1H,6'H-spiro[naphthalene-2,7'-quinazoline]